4-amino-1H-pyrazolo[4,3-c]pyridine-7-carbonitrile NC1=NC=C(C2=C1C=NN2)C#N